2-(2,6-difluorophenyl)-8-(1-hydroxyl-methyl-ethyl)-4-[[5-(4-hydroxy-1-piperidyl)-2-pyridyl]amino]-6H-1,6-naphthyridin-5-one FC1=C(C(=CC=C1)F)C1=NC=2C(=CNC(C2C(=C1)NC1=NC=C(C=C1)N1CCC(CC1)O)=O)C(C)(O)C